1-(4-Methyl-3,6,7,8-tetrahydro-1H-2,5-diaza-as-indacen-2-yl)-2-(1-pyridin-3-yl-azetidin-3-yl)-ethanone CC1=C2CN(CC2=C2CCCC2=N1)C(CC1CN(C1)C=1C=NC=CC1)=O